COCCC=1C(=NC=CN1)C(=O)O 3-(2-methoxyethyl)pyrazine-2-carboxylic acid